1-(2-Chloroethyl)-pyrrolidin ClCCN1CCCC1